S(=O)(=O)(O)CCCCN1CC=CC2=CC=CC=C12 1-(4-sulfobutyl)quinoline